C(C)N1N=C2C(=C(C=C(C2=C1)N1CCNCC1)F)C(=O)NC=1C=C(C=2N(C1)C=C(N2)C)F 2-ethyl-6-fluoro-N-{8-fluoro-2-methylimidazo[1,2-a]pyridin-6-yl}-4-(piperazin-1-yl)indazole-7-carboxamide